ethyl 5-(3-amino-4-methoxyphenyl)thiazole-4-carboxylate NC=1C=C(C=CC1OC)C1=C(N=CS1)C(=O)OCC